[I-].C1(=CC=CC=C1)C(C[PH3+])(C1=CC=CC=C1)C1=CC=CC=C1 triphenylethylphosphonium ioDide